1-(4-(4-Amino-1-isopropyl-1H-pyrazolo[3,4-d]pyrimidin-3-yl)phenyl)-3-(2-fluoro-5-(perfluoroethyl)phenyl)urea NC1=C2C(=NC=N1)N(N=C2C2=CC=C(C=C2)NC(=O)NC2=C(C=CC(=C2)C(C(F)(F)F)(F)F)F)C(C)C